(R)-4-((1-(3-(Difluoromethyl)-2-fluorophenyl)ethyl)amino)-6-ethyl-2-methyl-6H-[1,4]oxazine FC(C=1C(=C(C=CC1)C(C)NN1C=C(O[C@@H](C1)CC)C)F)F